7,7-dimethyl-1-oxa-2-azaspiro[4.4]non-2-en CC1(CC2(CC=NO2)CC1)C